3-(2-cyclopropyl-6-methoxypyridin-3-yl)-1-(4-fluoro-2-methylphenyl)-7-(trifluoromethyl)-2,3-dihydroquinazolin-4(1H)-one C1(CC1)C1=NC(=CC=C1N1CN(C2=CC(=CC=C2C1=O)C(F)(F)F)C1=C(C=C(C=C1)F)C)OC